CC1(C(OCC1)(C)C)CC methyl-ethyl-methyl-methyltetrahydrofuran